1-methyl-6-oxopiperidin CN1CCCCC1=O